OC=1C=C(C=C(C(=O)OCCC)C#N)C=CC1O n-propyl 3,4-dihydroxy-α-cyanocinnamate